BrC1=C(SC(=C1Br)Br)C(=O)O 3,4,5-tribromothiophene-2-carboxylic acid